CC1=C(C(=NO1)C=1C=NC(=CC1)C)COC1=CC=C(N=N1)C(=O)NCC(F)(F)F 6-((5-methyl-3-(6-methylpyridin-3-yl)isoxazol-4-yl)methoxy)-N-(2,2,2-trifluoroethyl)pyridazine-3-carboxamide